dimethyl (1-methylbenzylidene)malonate CC1(C=C(C(=O)OC)C(=O)OC)CC=CC=C1